C1(CCCCC1)CCCC cyclohexylbutan